4,4'-dimethoxytrityl trifluoromethanesulfonate FC(S(=O)(=O)OC(C1=CC=C(C=C1)OC)(C1=CC=C(C=C1)OC)C1=CC=CC=C1)(F)F